FC(C(=O)[O-])(F)F.COC=1C=C(\C=C\2/CC(C\C(\C2=O)=C/C2=CC(=C(C=C2)OC)OC)NC(=O)C2=[NH+]C=CC=C2)C=CC1OC 2-((3,5-Bis((E)-3,4-dimethoxybenzylidene)-4-oxocyclohexyl)carbamoyl)pyridin-1-ium trifluoroacetate